COC1=CC=C(C=C1)C1=CN=C2N1C=CN=C2NC2=CC(=C(C(=O)N)C=C2)C 4-((3-(4-methoxyphenyl)imidazo[1,2-a]pyrazin-8-yl)amino)-2-methylbenzamide